6-[5-(4-chlorophenyl)-1-[2-(trifluoromethyl)phenyl]pyrrol-2-yl]pyridine-3-carboxylic acid ethyl ester C(C)OC(=O)C=1C=NC(=CC1)C=1N(C(=CC1)C1=CC=C(C=C1)Cl)C1=C(C=CC=C1)C(F)(F)F